1-methyl-2-(4-(methylsulfonyl)phenyl)-6-(4-(piperazin-1-yl)phenyl)-1H-pyrrolo[3,2-b]pyridine CN1C(=CC2=NC=C(C=C21)C2=CC=C(C=C2)N2CCNCC2)C2=CC=C(C=C2)S(=O)(=O)C